[(3-{[(2R)-6-chloro-4-oxo-3,4-dihydro-2H-1-benzopyran-2-carbonyl]amino}bicyclo[1.1.1]pentan-1-yl)oxy]acetic acid ClC=1C=CC2=C(C(C[C@@H](O2)C(=O)NC23CC(C2)(C3)OCC(=O)O)=O)C1